(R)-N-Ethyl-5-fluoro-N-isopropyl-2-((5-(2-(2-methyl-6-(3-methylureido)hex-3-yl)-2,6-diazaspiro[3.4]oct-6-yl)-1,2,4-triazin-6-yl)oxy)benzamide C(C)N(C(C1=C(C=CC(=C1)F)OC1=C(N=CN=N1)N1CC2(CN(C2)[C@@H](C(C)C)CCCNC(=O)NC)CC1)=O)C(C)C